NC=1C(=NON1)CO (4-Amino-1,2,5-oxadiazol-3-yl)methanol